3-(2-((5-(4-fluorobenzyl)-1,3,4-oxadiazol-2-yl)thio)ethyl)-6,7-dimethoxyquinazolin-4(3H)-one FC1=CC=C(CC2=NN=C(O2)SCCN2C=NC3=CC(=C(C=C3C2=O)OC)OC)C=C1